C1(CC1)NC(C1=CC=C(C=C1)N1C(N(CC1)C1=NC(=CC=C1)C1=NN=CN1C(C)C)=O)=O N-cyclopropyl-4-(3-(6-(4-isopropyl-4H-1,2,4-triazol-3-yl)pyridin-2-yl)-2-oxoimidazolidin-1-yl)benzamide